BrC=1C(=C(C=O)C(=CC1)N1CCOCC1)F 3-bromo-2-fluoro-6-morpholinobenzaldehyde